(tri(4-bromophenyl)silyl)anthracene BrC1=CC=C(C=C1)[Si](C1=CC=C(C=C1)Br)(C1=CC=C(C=C1)Br)C1=CC=CC2=CC3=CC=CC=C3C=C12